N[C@H](C(=O)O)C1C=CC(C(=O)O)=CC=1 S-4-carboxyphenylglycine